ClC1=C(C=2N=C(N=C(C2C=N1)N1[C@@H]2[C@H]([C@@H]2COCC1)F)F)C (1S,7S,8S)-2-(7-chloro-2-fluoro-8-methylpyrido[4,3-d]pyrimidin-4-yl)-8-fluoro-5-oxa-2-azabicyclo[5.1.0]octane